FC1=CC=C(C=C1)CC(C)=O 1-(4-fluorophenyl)propan-2-one